2-propyl-3-butyl-1-indenone C(CC)C=1C(C2=CC=CC=C2C1CCCC)=O